N-(3-Chloro-5-(2-(4-chlorophenyl)propan-2-yl)phenyl)-5-(2-(methylsulfonyl)propan-2-yl)thieno[2,3-c]pyridin-2-carboxamid ClC=1C=C(C=C(C1)C(C)(C)C1=CC=C(C=C1)Cl)NC(=O)C1=CC=2C(=CN=C(C2)C(C)(C)S(=O)(=O)C)S1